(S)-1-(ethyl((R)-1-(4-methoxyphenyl)ethyl)amino)-8,9-difluoro-1,5-dihydro-2H-pyrano[3,4-c]isoquinolin-6(4H)-one C(C)N([C@@H]1COCC=2NC(C=3C=C(C(=CC3C21)F)F)=O)[C@H](C)C2=CC=C(C=C2)OC